[Na+].P(=O)(OC1=CC=C(C=C1)C(C)(C)C)(OC1=CC=C(C=C1)C(C)(C)C)[O-] bis(4-tert-butylphenyl) phosphate sodium salt